N-(3-aminopropyl)-3-(5-(3-methoxyphenyl)-1H-imidazol-2-yl)-1H-indazole-5-carboxamide NCCCNC(=O)C=1C=C2C(=NNC2=CC1)C=1NC(=CN1)C1=CC(=CC=C1)OC